OCC1(CCN(CC1)C(=O)OC(C)(C)C)COCC12[Co]3[Co]2C13CO tert-butyl 4-(hydroxymethyl)-4-({[4-(hydroxymethyl)-1,2-dicobaltatricyclo[1.1.0.02,4]butan-3-yl]methoxy}methyl)piperidine-1-carboxylate